Benzofuran-3-boronic acid O1C=C(C2=C1C=CC=C2)B(O)O